(1R)-1-(3-aminoprop-1-yn-1-yl)-9-chloro-N-(1-methylcyclopropyl)-4-[(1-methylpyrazol-4-yl)methyl]-5-oxo-1H,2H-imidazo[1,2-a]quinazoline-7-sulfonamide NCC#C[C@@H]1CN=C2N1C1=C(C=C(C=C1C(N2CC=2C=NN(C2)C)=O)S(=O)(=O)NC2(CC2)C)Cl